N1N=NN=C1NC=1N=CC2=C(N1)N1C(C(=C2)C=2C=C(C=CC2C)NC(=O)C2=NC=CC(=C2)C(F)(F)F)=NCC1 N-(3-(2-((1H-tetrazol-5-yl)amino)-8,9-dihydroimidazo[1',2':1,6]pyrido[2,3-d]pyrimidin-6-yl)-4-methylphenyl)-4-(trifluoromethyl)pyridineamide